C(C1=CC=CC=C1)N1CCC(CC1)OC(C(=O)O)(C)C 2-(1-benzylpiperidin-4-yloxy)-2-methylpropanoic acid